N(=[N+]=[N-])[C@@H](CC(=O)OC)CC=1C=C2CCCCC2=CC1 Methyl (3R)-3-azido-4-tetralin-6-yl-butanoate